1-(1Z-hexadecenyl)-2-(9Z-nonadecenoyl)-glycero-3-phosphoserine CCCCCCCCCCCCCC/C=C\OC[C@H](COP(=O)(O)OC[C@@H](C(=O)O)N)OC(=O)CCCCCCC/C=C\CCCCCCCCC